NCCO[SiH3] Aminoethoxysilane